C(C)C1=NN=NC=C1 ethyltriazin